C(#C)C12CCCN2CCC1 7a-ethynylhexahydro-1H-pyrrolizine